5-(2-cyclopentyl-2-propoxycarbonylmethyloxycarbonyl)-7-oxo-bicyclo[2.2.1]Hept-2-ene C1(CCCC1)C(C)(C)OC(=O)COC(=O)C1C2C=CC(C1)C2=O